4-((2S,5R)-5-ethyl-2-methyl-4-(1-(4-(trifluoromethyl)phenyl)propyl)piperazin-1-yl)-1-methyl-2-oxo-1,2-dihydropyrido[3,2-d]pyrimidine-6-carbonitrile C(C)[C@H]1N(C[C@@H](N(C1)C=1C2=C(N(C(N1)=O)C)C=CC(=N2)C#N)C)C(CC)C2=CC=C(C=C2)C(F)(F)F